C(C)(C)(C)OC(N(CCCCCCCCC=O)C(=O)OC(C)(C)C)=O.COC1=CC=C2C(=CC=NC2=C1)N1CCN(CC1)C=O (4-(7-methoxyquinolin-4-yl)piperazin-1-yl)methanone tert-butyl-N-tert-butoxycarbonyl-N-(9-oxononyl)carbamate